ClC1=C(C=CC=C1)C=1N=C(SC1)NC(C1=NC=C(C=C1)N1CCN(CC1)C(=O)C1CCN(CC1)C)=O N-(4-(2-chlorophenyl)thiazol-2-yl)-5-(4-(1-methylpiperidine-4-carbonyl)piperazin-1-yl)picolinamide